4-(1H-pyrrol-1-yl)benzyl-amine N1(C=CC=C1)C1=CC=C(CN)C=C1